C(C=C)(=O)OCC(C)N(C)C 2-(dimethylamino)propyl acrylate